(3-fluoro-4-(3-(6-(3-methoxypiperidin-1-yl)pyridin-3-yl)-1H-pyrazolo[3,4-c]pyridin-5-yl)-5-methylphenyl)-N-methylaminoamine FC=1C=C(C=C(C1C=1C=C2C(=CN1)NN=C2C=2C=NC(=CC2)N2CC(CCC2)OC)C)N(C)N